C1CC12OC[C@H](C2)OC2=NN=C(S2)NC(=O)C=2C=NC(=CC2C2=C(C(=NC=C2OC)Cl)F)C N-(5-(((S)-4-oxaspiro(2.4)heptan-6-yl)oxy)-1,3,4-thiadiazol-2-yl)-2'-chloro-3'-fluoro-5'-methoxy-6-methyl-(4,4'-bipyridine)-3-carboxamide